FC(C1=C2CCC3(C2=CC=C1)CCCCC3)F 4'-(difluoromethyl)-2',3'-dihydrospiro[cyclohexane-1,1'-indene]